CN(CCCN1N(N(CCC1)CCCN(C)C)CCCN(C)C)C N,N',N''-tris(3-Dimethylamino-propyl)hexahydrotriazin